NC1=NC=NC=2N(C3=C(C=C(C=C3C21)C(=O)OC)OC)CC(=O)OC(C)(C)C methyl 4-amino-9-(2-(tert-butoxy)-2-oxoethyl)-8-methoxy-9H-pyrimido[4,5-b]indole-6-carboxylate